(4S,5S)-5-ethyl-4-hydroxy-1-{[4-(4-methylphenoxy)phenyl]methyl}pyrrolidin-2-one C(C)[C@H]1[C@H](CC(N1CC1=CC=C(C=C1)OC1=CC=C(C=C1)C)=O)O